CC(C[C@@H](C(=O)OC)N1C2=C(OC(C1=O)(F)F)C=C(C(=C2)C2=C(C(=C(C(=C2F)F)F)F)F)F)C methyl (S)-4-methyl-2-(2,2,7-trifluoro-3-oxo-6-(perfluorophenyl)-2,3-dihydro-4H-benzo[b][1,4]oxazin-4-yl)pentanoate